(2R,3R,4R,5R)-5-(2-amino-6-ethoxy-9H-purin-9-yl)-4-fluoro-2-(hydroxymethyl)-4-methyltetrahydrofuran-3-yl isobutyrate C(C(C)C)(=O)O[C@@H]1[C@H](O[C@H]([C@]1(C)F)N1C2=NC(=NC(=C2N=C1)OCC)N)CO